7-azaspiro[3.5]Non-1-ene C1=CCC12CCNCC2